(1aR,5aR)-2-(2,4-Difluoro-phenyl)-1a,2,5,5a-tetrahydro-1H-2,3-diaza-cyclopropa[a]pentalene-4-carboxylic acid 2-hydroxy-benzylamide OC1=C(CNC(=O)C=2C=3C[C@@H]4[C@H](C3N(N2)C2=C(C=C(C=C2)F)F)C4)C=CC=C1